N-(2H-1,3-BENZODIOXOL-5-YL)-2,4-DIMETHYLIMIDAZO[1,5-a]PYRIMIDINE-8-CARBOXAMIDE O1COC2=C1C=CC(=C2)NC(=O)C=2N=CN1C2N=C(C=C1C)C